C(CC)C1C(C2C=CC1C2)C=CCOC(C(C)CC2(C(=CC=CC2)C2=C(C=CC=C2)N(C)C)P(C2=CC=CC=C2)C2=CC=CC=C2)=O 2-diphenylphosphino-2'-(N,N-dimethylamino)biphenylisobutyric acid-3-(3-propyl bicyclo[2.2.1]hept-5-en-2-yl)-allyl ester